C(C)NC(=O)C1=NN(C(=C1)C(=O)NC1CCC(CC1)O)[C@@H](C)C1=CC=CC=C1 N3-Ethyl-N5-((1r,4S)-4-hydroxycyclohexyl)-1-((S)-1-phenylethyl)-1H-pyrazole-3,5-dicarboxamide